FC1(CCC(CC1)[C@@H](C=1N=C2N(N=CC(=C2)C(CC)C2C(N[C@@H](C2)C(F)(F)F)=O)C1)NC(OC(C)(C)C)=O)F tert-Butyl ((1S)-(4,4-difluorocyclohexyl)(7-(1-((5S)-2-oxo-5-(trifluoromethyl)pyrrolidin-3-yl)propyl)imidazo[1,2-b]pyridazin-2-yl)methyl)carbamate